(4-{[(1-benzyl-3-{[3-(trifluoromethyl)phenyl]methyl}pyrrolidin-3-yl)methyl]amino}-2-nitrophenyl)methanol C(C1=CC=CC=C1)N1CC(CC1)(CC1=CC(=CC=C1)C(F)(F)F)CNC1=CC(=C(C=C1)CO)[N+](=O)[O-]